C(C)(C)(C)N1C[C@H]([C@@H](C1)C1=CC=CC=C1)C(=O)NC1=CC(=CC=C1)OC1=NC=CC=C1 |r| tert-Butyl-(±)-trans-4-phenyl-N-[3-(pyridin-2-yloxy)phenyl]pyrrolidine-3-carboxamide